(S)-2-bromo-N-(1-(4-(trifluoromethyl)phenyl)ethyl)acetamide BrCC(=O)N[C@@H](C)C1=CC=C(C=C1)C(F)(F)F